C(C)(C)S(=O)(=N)N(C(=O)N)S(=O)(=N)C(C)C N,N-diisopropyl-sulfonimidoyl-urea